13-TRIDECYL ALCOHOL CCCCCCCCCCCCCO